thiazolo[5,4-d]pyrimidin-7-amine N1=CSC=2N=CN=C(C21)N